7-bromo-5-(2-pyridinyl)-1H-1,4-benzodiazepine-2(3H)-one BrC=1C=CC2=C(C(=NCC(N2)=O)C2=NC=CC=C2)C1